OCCN1C=C(C(=C1)C)C(=O)NC1=CC=C(C=C1)S(=O)(=O)C 1-(2-hydroxyethyl)-4-methyl-N-[4-(methylsulfonyl)phenyl]-1H-pyrrole-3-carboxamide